FC(C=1C=C(C=C(C1)C(F)(F)F)[B-](C1=CC(=CC(=C1)C(F)(F)F)C(F)(F)F)(C1=CC(=CC(=C1)C(F)(F)F)C(F)(F)F)C1=CC(=CC(=C1)C(F)(F)F)C(F)(F)F)(F)F.[Zn+2].FC(F)(F)C=1C=C(C=C(C1)C(F)(F)F)[B-](C1=CC(=CC(=C1)C(F)(F)F)C(F)(F)F)(C1=CC(=CC(=C1)C(F)(F)F)C(F)(F)F)C1=CC(=CC(=C1)C(F)(F)F)C(F)(F)F zinc tetrakis[3,5-bis(trifluoromethyl)phenyl]borate